7-[(3aS,4R,6R,6aR)-2,2-Dimethyl-6-[1-(oxan-2-yl)pyrazol-4-yl]-tetrahydro-3aH-cyclopenta[d][1,3]dioxol-4-yl]-2-chloro-N-methylpyrrolo[2,3-d]pyrimidin-4-amine CC1(O[C@@H]2[C@H](O1)[C@H](C[C@H]2N2C=CC1=C2N=C(N=C1NC)Cl)C=1C=NN(C1)C1OCCCC1)C